4,5-bis(methyl-d3)-2-(4-(methyl-d3)phenyl)-pyridine C(C1=CC(=NC=C1C([2H])([2H])[2H])C1=CC=C(C=C1)C([2H])([2H])[2H])([2H])([2H])[2H]